(2r,5s)-5-(4-(3-((1-benzoyl-4-hydroxypiperidin-4-yl)methyl)-6-chloro-4-oxo-3,4-dihydro-7H-pyrrolo[2,3-d]pyrimidin-7-yl)phenyl)-2-methylmorpholine-4-carboxylic acid tert-butyl ester C(C)(C)(C)OC(=O)N1C[C@H](OC[C@@H]1C1=CC=C(C=C1)N1C(=CC2=C1N=CN(C2=O)CC2(CCN(CC2)C(C2=CC=CC=C2)=O)O)Cl)C